N-(1-(3,4-dichlorophenyl)-2-(dimethylamino)ethyl)-4-propoxybenzenesulfonamide ClC=1C=C(C=CC1Cl)C(CN(C)C)NS(=O)(=O)C1=CC=C(C=C1)OCCC